BrC=1OC2=C(C1C)C(C(C(C2)(C)C)=CN(C)C)=O 2-bromo-5-[(dimethylamino)methylene]-3,6,6-trimethyl-6,7-dihydro-1-benzofuran-4(5H)-one